β-(3,4-epoxycyclohexyl)ethyltrimethoxysilane tert-Butyl-4-(cyano(4-fluorophenyl)methyl)piperidine-1-carboxylate C(C)(C)(C)OC(=O)N1CCC(CC1)C(C1=CC=C(C=C1)F)C#N.C1(CC2C(CC1)O2)CC[Si](OC)(OC)OC